methyl (2S)-4-amino-2-{[(benzyloxy)carbonyl]amino}butanoate NCC[C@@H](C(=O)OC)NC(=O)OCC1=CC=CC=C1